(2E)-8-bromo-2-methoxyimino-3-[(1-methylpyrazol-4-yl)methyl]-1H-quinazolin-4-one BrC=1C=CC=C2C(N(/C(/NC12)=N/OC)CC=1C=NN(C1)C)=O